C(C)(C)(C)OC(OC(C)(C)C)N(C)C bis(t-butoxy)methyl-dimethylamine